N-(2,2-difluoroethyl)pyridin-2-amine FC(CNC1=NC=CC=C1)F